(2R,3R,4S,5R)-2-(2-(2-(1H-pyrrol-3-yl)ethoxy)-6-amino-9H-purin-9-yl)-5-(hydroxymethyl)-tetrahydrofuran-3,4-diol N1C=C(C=C1)CCOC1=NC(=C2N=CN(C2=N1)[C@@H]1O[C@@H]([C@H]([C@H]1O)O)CO)N